tetrafluoropara-xylene FC1=C(C(=C(C(=C1C)F)F)C)F